2-(6,7-dihydro-5H-pyrazolo[5,1-b][1,3]oxazin-3-yl)-N-(5-(2-(trans-2,6-dimethylmorpholino)acetamido)-2-methylpyridin-3-yl)pyrazolo[5,1-b]thiazole-7-carboxamide N1=CC(=C2OCCCN21)C2=CN1C(S2)=C(C=N1)C(=O)NC=1C(=NC=C(C1)NC(CN1C[C@@H](O[C@H](C1)C)C)=O)C